COC=1C=NC(=NC1)C(=O)NN 5-methoxy-2-pyrimidinecarboxhydrazide